(2,2,2-trifluoroethyl) bromochlorophosphate P(=O)(OCC(F)(F)F)(Cl)Br